FC(CN(C(=O)C1=C(C=CC(=C1)F)C1=C2C=NN(C2=CC(=C1)C=C1CN(CC1)C(=O)OC(C)(C)C)C)C(C)C)F Tert-butyl 3-[(4-{2-[(2,2-difluoroethyl)(isopropyl)carbamoyl]-4-fluorophenyl}-1-methyl-1H-indazol-6-yl)methylene]pyrrolidine-1-carboxylate